OC1=C(C=CC=C1)[C@H]1CC[C@H](CC1)OC[C@@H]1N(CCC[C@@H]1NS(=O)(=O)C)C(=O)OC methyl cis-2-(((cis-4-(2-hydroxyphenyl)cyclohexyl)oxy)-methyl)-3-((methylsulfonyl)amino)piperidine-1-carboxylate